C(CCCCC)C(COC(CCC1=CC=CC=C1)=O)(CCCCCCCC)C 2-hexyl-2-methyldecyl-3-phenylpropanoate